CN([C@H](CNC(=O)[C@H]1[C@@](C1)(C1=CC=CC=C1)C)CC=1C=C2C=NNC2=CC1)C (1R,2R)-N-((S)-2-(dimethylamino)-3-(1H-indazol-5-yl)propyl)-2-methyl-2-phenylcyclopropane-1-carboxamide